C(CCCCCCCCCCCCCCCCC)(=O)OC1C(CCCC1)OC 2-methoxycyclohexyl stearate